C(C)(C)(C)OC(=O)N1C2(CC2)CNCC1.CN(S(=O)(=O)C=1C=NC=C(C(=O)NC=2SC(=CN2)CC)C1)C 5-(N,N-dimethylsulfamoyl)-N-(5-ethylthiazol-2-yl)nicotinamide tert-butyl-4,7-diazaspiro[2.5]octane-4-carboxylate